methyl 2-(3,5-bis(trifluoromethyl)-1H-pyrazol-1-yl)acetate FC(C1=NN(C(=C1)C(F)(F)F)CC(=O)OC)(F)F